6-chloro-2-(3-(methylamino)propyl)-3-neopentylquinazolin-4(3H)-one bis-hydrochloride salt Cl.Cl.ClC=1C=C2C(N(C(=NC2=CC1)CCCNC)CC(C)(C)C)=O